ClC1=NC=CC=C1C1=CN=C(O1)C(O)C1CC(C1)(F)F (5-(2-chloropyridin-3-yl)oxazol-2-yl)(3,3-difluorocyclobutyl)methanol